4-(4-nitro-3-(pyridin-2-yl)-1H-pyrazol-1-yl)cyclohexan-1-one [N+](=O)([O-])C=1C(=NN(C1)C1CCC(CC1)=O)C1=NC=CC=C1